(1R,4s)-4-(2-(sec-butylamino)-8-(2-chloro-4,6-difluorophenylamino)-9H-purin-9-yl)cyclohexanecarboxamide C(C)(CC)NC1=NC=C2N=C(N(C2=N1)C1CCC(CC1)C(=O)N)NC1=C(C=C(C=C1F)F)Cl